N-(1-(4-((5-chloro-4-((2-(dimethylphosphono)phenyl)amino)pyrimidin-2-yl)amino)-3-methoxyphenyl)piperidin-4-yl)-4-((2-(2,6-dioxopiperidin-3-yl)-1,3-dioxoisoindolin-4-yl)oxy)butanamide ClC=1C(=NC(=NC1)NC1=C(C=C(C=C1)N1CCC(CC1)NC(CCCOC1=C2C(N(C(C2=CC=C1)=O)C1C(NC(CC1)=O)=O)=O)=O)OC)NC1=C(C=CC=C1)P(=O)(OC)OC